tert-butyl (4S)-4-(3-azidopropyl)-2,2-dimethyl-pyrrolidine-1-carboxylate N(=[N+]=[N-])CCC[C@H]1CC(N(C1)C(=O)OC(C)(C)C)(C)C